C1(=CC=CC=C1)C1=NC(=CC(=N1)C1=C(C=C(C(=C1N1C2=CC=C(C=C2C=2C=C(C=CC12)C1=CC=CC=C1)C1=NC(=CC=C1)C1=CC=CC=C1)C1=NC(=NC(=C1)C1=CC=CC=C1)C1=CC=CC=C1)N1C2=CC=CC=C2C=2C=CC=CC12)N1C2=CC=CC=C2C=2C=CC=CC12)C1=CC=CC=C1 9,9'-(4,6-bis(2,6-diphenylpyrimidin-4-yl)-5-(3-phenyl-6-(6-phenylpyridin-2-yl)-9H-carbazol-9-yl)-1,3-phenylene)bis(9H-carbazole)